ClC=1C=C(C(=O)N[C@H]2[C@H](C3=C(N(C2=O)CC)N(N=C3C)C3=CC=CC=C3)C3=CC=C(C=C3)F)C=CC1Cl 3,4-dichloro-N-[(4S,5S)-7-ethyl-4-(4-fluorophenyl)-3-methyl-6-oxo-1-phenyl-1H,4H,5H,6H,7H-pyrazolo[3,4-b]pyridin-5-yl]benzamide